N1=C(C=CC=C1)C1=C(C=CC=C1)S(=O)(=O)N (pyridyl)benzenesulfonamide